CC1(CCN(CC1)C=1OC2=C(C=C(C=C2C(C1C)=O)C)[C@@H](C)NC1=C(C(=CC=C1)F)C1=CC(=C(C=O)C=C1)B1OC(C(O1)(C)C)(C)C)C 4-[2-[[(1R)-1-[2-(4,4-dimethyl-1-piperidyl)-3,6-dimethyl-4-oxo-chromen-8-yl]ethyl]amino]-6-fluoro-phenyl]-2-(4,4,5,5-tetramethyl-1,3,2-dioxaborolan-2-yl)benzaldehyde